6-(3-amino-6-(1-methyl-1H-pyrazol-4-yl)pyrazin-2-yl)-2-(3-methoxy-5-(trifluoromethoxy)phenyl)pyridazin-3(2H)-one 2,2,2-trifluoroacetate salt FC(C(=O)O)(F)F.NC=1C(=NC(=CN1)C=1C=NN(C1)C)C=1C=CC(N(N1)C1=CC(=CC(=C1)OC(F)(F)F)OC)=O